8-amino-N-[3-(1,3-dioxan-2-yl)phenyl]-4,4-dimethyl-4,5-dihydro-1H-pyrazolo[4,3-H]quinazoline-3-carboxamide NC1=NC=2C3=C(C(CC2C=N1)(C)C)C(=NN3)C(=O)NC3=CC(=CC=C3)C3OCCCO3